[Na].N1=CN=CN=C1 1,3,5-triazine monosodium